ClC1=NNC=C1[N+](=O)[O-] 3-chloro-4-nitro-1H-pyrazole